FC=1C(=NC=C(C1)F)CN1C(SC=C1)N1CCC(CC1)N1CCC(CCC1)C rac-N-[(3,5-difluoropyridin-2-yl)methyl]-2-[4-(4-methylazepan-1-yl)piperidin-1-yl]-1,3-thiazole